3-ethyl-6-((4-(2-fluoro-6-(1H-pyrazol-1-yl)pyridin-3-yl)piperazin-1-yl)methyl)thieno[3,2-d]pyrimidine-2,4(1H,3H)-dione C(C)N1C(NC2=C(C1=O)SC(=C2)CN2CCN(CC2)C=2C(=NC(=CC2)N2N=CC=C2)F)=O